N-(3-chloro-5-fluoro-4-iodopyridin-2-yl)-3-fluoro-N-((2-(trimethylsilyl)ethoxy)methyl)propane-1-sulfonamide ClC=1C(=NC=C(C1I)F)N(S(=O)(=O)CCCF)COCC[Si](C)(C)C